N1(N=CC=C1)C1=CC=C(CN(C=2SC=C(N2)CN(C)C)CC2=CC(=CC=C2)OC)C=C1 N-(4-(1H-pyrazol-1-yl)benzyl)-4-((dimethylamino)methyl)-N-(3-methoxybenzyl)thiazol-2-amine